2-(4-((4-butoxyphenyl)diazenyl)phenoxy)ethanesulfonate C(CCC)OC1=CC=C(C=C1)N=NC1=CC=C(OCCS(=O)(=O)[O-])C=C1